(R)-6-chloro-3-((1-(3-(4-chlorophenyl)-2-cyano-7-methylquinoxalin-5-yl)ethyl)amino)picolinic acid ClC1=CC=C(C(=N1)C(=O)O)N[C@H](C)C1=C2N=C(C(=NC2=CC(=C1)C)C#N)C1=CC=C(C=C1)Cl